1,2-cyclohexanedicarboxylic acid isohexyl pentyl ester C(CCCC)OC(=O)C1C(CCCC1)C(=O)OCCCC(C)C